FC(C=1C=C(C=CC1)NC1=NC(=NC(=N1)NC1=CC(=CC=C1)C(F)(F)F)N1CC(CCC1)C(=O)O)(F)F 1-(4,6-bis((3-(trifluoromethyl)phenyl)amino)-[1,3,5]triazin-2-yl)piperidine-3-carboxylic acid